5-Fluoro-4-(12-((2-fluorotetrahydro-1H-pyrrolizin-7a(5H)-yl)methoxy)-5a,6,7,8,9,10-hexahydro-5H-4-oxa-3,10a,11,13,14-pentaaza-6,9-methanonaphtho[1,8-ab]heptalen-2-yl)naphthalen-2-ol FC1=C2C(=CC(=CC2=CC=C1)O)C=1C=C2N=C(N=C3C2=C(OCC2C4CCC(CN32)N4)N1)OCC14CCCN4CC(C1)F